ClC1=CC(=C(C(=C1)C)N1N(CC=C1C(F)(F)F)C1=NC=CC=C1Cl)C(N=S(C(C)C)C(C)C)=O N-[4-chloro-2-[(di-2-propyl-lambda4-sulfanylidene)carbamoyl]-6-methyl-phenyl]-2-(3-chloro-2-pyridyl)-5-(trifluoromethyl)pyrazol